tert-butyl (1R,5S,6r)-6-[hydroxy(2-pyridinyl)methyl]-3-azabicyclo[3.1.0]hexane-3-carboxylate OC(C1[C@H]2CN(C[C@@H]12)C(=O)OC(C)(C)C)C1=NC=CC=C1